5-((((3S,11aR)-9-oxo-3,4-dihydro-1H,9H,11H-3,11a-methanopyrimido[6',1':2,3]imidazo[5,1-c][1,4]oxazin-7-yl)oxy)methyl)-2-(4-chloro-3-(trifluoromethyl)phenoxy)benzonitrile O=C1N=C(C=C2N1C[C@]13CO[C@H](CN12)C3)OCC=3C=CC(=C(C#N)C3)OC3=CC(=C(C=C3)Cl)C(F)(F)F